C1(CC1)C=1C=C(C(=NC1)C1=CC2=C(C=N1)N(C=N2)CC(C(F)(F)F)(F)F)SCC 6-(5-cyclopropyl-3-ethylsulfanyl-2-pyridyl)-3-(2,2,3,3,3-pentafluoropropyl)imidazo[4,5-c]pyridine